(4R)-8-chloro-4-ethyl-3,4-dihydro-2H-pyrido[2,3-b][1,4,5]Oxathiazepine 1,1-dioxide ClC1=CC2=C(O[C@@H](CNS2(=O)=O)CC)N=C1